5-[(5S)-5-(3,4,5-trichlorophenyl)-5-(trifluoromethyl)-4,5-dihydro-1,2-oxazol-3-yl]thiophene-2-carboxamide ClC=1C=C(C=C(C1Cl)Cl)[C@@]1(CC(=NO1)C1=CC=C(S1)C(=O)N)C(F)(F)F